2-{3-[(2R,6S)-2,6-Dimethylmorpholin-4-carbonyl]-5,6-dihydrocyclopenta[c]pyrazol-1(4H)-yl}-1-[4-(2-fluoro-4-methoxyphenyl)piperidin-1-yl]ethan-1-on C[C@@H]1CN(C[C@@H](O1)C)C(=O)C=1C2=C(N(N1)CC(=O)N1CCC(CC1)C1=C(C=C(C=C1)OC)F)CCC2